SC1=C(C=C(C=N1)NC(C)=O)C N-(6-mercapto-5-methylpyridin-3-yl)acetamide